FCS(=O)(=O)N[C@@H]1[C@@H](NCC12CC2)CC2=C(C(=CC=C2)C2=CC(=CC=C2)F)F 1-fluoro-N-[(6s,7s)-6-[[2-fluoro-3-(3-fluorophenyl)phenyl]-methyl]-5-azaspiro[2.4]heptane-7-yl]methanesulfonamide